NC1=C(C=C(C=N1)C1=CC=C(OCC(=O)N2[C@@H](CCC2)CN2CCCC2)C=C1)OCC1=C(C=CC=C1Cl)Cl 2-{4-[6-amino-5-(2,6-dichloro-benzyloxy)-pyridin-3-yl]-phenoxy}-1-[(2S)-2-pyrrolidin-1-ylmethyl-pyrrolidin-1-yl]-ethanone